FC(C(=O)O)(F)F.N[C@@H]1[C@H](OCCC1)C1=C(C=2N=C(N=C(C2S1)NCC=1OC=CC1)Cl)C#CCO 3-(6-((2s,3s)-3-aminotetrahydro-2H-pyran-2-yl)-2-chloro-4-((furan-2-ylmethyl)amino)thieno[3,2-d]pyrimidin-7-yl)prop-2-yn-1-ol trifluoroacetate